C(CCCCCN(C(=O)NCCC[Si](OCC)(OCC)OCC)C(C)C(C)(C)C)N(C(=O)NCCC[Si](OCC)(OCC)OCC)C(C)C(C)(C)C 1,1'-(hexane-1,6-diyl)bis(1-(3,3-dimethylbutan-2-yl)-3-(3-(triethoxysilyl)propyl)urea)